(2r,5r)-3-(4-amino-2-fluorophenylethyl)-2-(1-(4-bromophenyl)-3-(4-fluorophenyl)-1H-pyrazol-4-yl)-5-methyl-oxazolidin-4-one NC1=CC(=C(C=C1)CCN1[C@H](O[C@@H](C1=O)C)C=1C(=NN(C1)C1=CC=C(C=C1)Br)C1=CC=C(C=C1)F)F